FC1=C(C=CC=C1F)[C@H](C(=O)O)O |r| racemic-2-(2,3-difluorophenyl)-2-hydroxyacetic acid